2-methyl-1,5-pentanediol carbonate C(O)(O)=O.CC(CO)CCCO